allyloxyaniline C(C=C)ONC1=CC=CC=C1